C(C)OC1=C(C(=O)NC[C@@H](O)[C@H]2N(CC3=CC(=CC=C3C2)OCC2=CC=NC=C2)C(=O)OC(C)(C)C)C=CC(=C1)C(=O)N1C2COCC1CC2 tert-butyl (3S)-3-[(1R)-2-[[2-ethoxy-4-(3-oxa-8-azabicyclo[3.2.1]octane-8-carbonyl)benzoyl]amino]-1-hydroxy-ethyl]-7-(4-pyridyl-methoxy)-3,4-dihydro-1H-isoquinoline-2-carboxylate